N[C@@H](CCCCN)C(=O)O.OC1=C(N=C(C2=CC(=CC=C12)OC1=CC=CC=C1)C)C(=O)NCC(=O)O [(4-hydroxy-1-methyl-7-phenoxy-isoquinoline-3-carbonyl)-amino]-acetic acid L-lysine salt